3-(pyrrolidin-3-yl-2,2,3,4,4,5,5-d7)-1H-indol-4-yl dihydrogen phosphate P(=O)(OC1=C2C(=CNC2=CC=C1)C1(C(NC(C1([2H])[2H])([2H])[2H])([2H])[2H])[2H])(O)O